N-(3-(2-(1H-benzo[d]imidazol-2-yl)-6-methyl-7-oxo-6,7-dihydrothieno[2,3-c]pyridin-4-yl)-4-(4-fluoro-2,6-dimethylphenoxy)phenyl)ethanesulfonamide N1C(=NC2=C1C=CC=C2)C2=CC1=C(C(N(C=C1C=1C=C(C=CC1OC1=C(C=C(C=C1C)F)C)NS(=O)(=O)CC)C)=O)S2